5-cyclopropyl-N-(2-oxo-2H-[1,2'-bipyridin]-3-yl)pyrazolo[1,5-a]pyrimidine-3-carboxamide C1(CC1)C1=NC=2N(C=C1)N=CC2C(=O)NC=2C(N(C=CC2)C2=NC=CC=C2)=O